O[C@H](C(C)=O)[C@@H]([C@H](CO)O)O (3s,4r,5s)-3,4,5,6-tetrahydroxyhexanone